Cl.ClCC1N(NC=N1)C 3-chloromethyl-2-methyl-1H-1,2,4-triazole hydrochloride